CC1=CC=C(C2=C1OCCO2)N2CCN(CC2)C 8-Methyl-5-(4-methylpiperazin-1-yl)-2,3-dihydro-1,4-benzodioxine